C(C)(C)(C)C1=CC=C(C=C1)C1=C2C=CC=CC2=C(C2=CC=CC=C12)C#N 10-(4-(tert-butyl)phenyl)anthracene-9-carbonitrile